FC1=CC=C(C=C1)[C@@H]1N(C[C@H](CC1)C)C(C(=O)NC=1C=NC=C(C1)C)=O |r| rac-2-((2R,5S)-2-(4-fluorophenyl)-5-methylpiperidin-1-yl)-N-(5-methylpyridin-3-yl)-2-oxoacetamide